ethyl 5-(3-oxa-8-azabicyclo[3.2.1]octan-8-yl)pyrazolo[1,5-a]pyrimidine-3-carboxylate C12COCC(CC1)N2C2=NC=1N(C=C2)N=CC1C(=O)OCC